C(C)OC(=O)C=1C(CC(OC1C)=O)C 4,6-dimethyl-2-oxo-3,4-dihydro-2H-pyran-5-carboxylic acid ethyl ester